1-[4-(Trifluoromethyl)phenyl]cyclopropane-1-carboxylic acid FC(C1=CC=C(C=C1)C1(CC1)C(=O)O)(F)F